1-fluorohexadecan-8-yl 8-((6-(heptadecan-9-yloxy)-6-oxohexyl)(2-hydroxyethyl)amino)octanoate CCCCCCCCC(CCCCCCCC)OC(CCCCCN(CCCCCCCC(=O)OC(CCCCCCCF)CCCCCCCC)CCO)=O